FC1=CC=C(C=C1)C1(CC1)C(=O)N1CCN(C2(C1)CCN(C(CC2)=O)CC(=O)O)C 2-(4-(1-(4-fluorophenyl)-cyclopropane-1-carbonyl)-1-methyl-10-oxo-1,4,9-triazaspiro[5.6]-dodecan-9-yl)acetic acid